OC1=C(C(=NC=C1)OC)C(C)=O 1-(4-hydroxy-2-methoxy-3-pyridinyl)ethanone